1,2,3,4-tetrahydroisoquinolin-4-yl-methanol C1NCC(C2=CC=CC=C12)CO